7-Phenylheptane-1,2-diol diacrylate C(C=C)(=O)OCC(CCCCCC1=CC=CC=C1)OC(C=C)=O